(((7-(5-(chlorodifluoromethyl)-1,2,4-oxadiazol-3-yl)imidazo[1,2-a]pyridin-2-yl)methyl)imino)(isopropyl)(methyl)-λ6-sulfanone ClC(C1=NC(=NO1)C1=CC=2N(C=C1)C=C(N2)CN=S(=O)(C)C(C)C)(F)F